C(#C)C1=CC(N(C=2N=C(N=CC21)NC2=CC=C(C=C2)N2CCC(CC2)N2CC(C2)C(C)(C)O)C2=CC=CC=C2)=O 5-ethynyl-2-((4-(4-(3-(2-hydroxypropan-2-yl)azetidin-1-yl)piperidin-1-yl)phenyl)amino)-8-phenylpyrido[2,3-d]pyrimidin-7(8H)-one